ClC=1C(=C(C#N)C=C(C1)C(C)(C)C1=C(C=CC=C1)OCC1=NC(=NC=C1)S(=O)(=O)C)OCCCl 3-chloro-2-(2-chloroethoxy)-5-(2-(2-((2-(methylsulfonyl)pyrimidin-4-yl)methoxy)phenyl)propan-2-yl)benzonitrile